N-[4-hydroxyethyl-1-[2-(2-thienyl)ethyl]-4-piperidinyl]propionylaniline Ethyl-3-oxobutanoat C(C)OC(CC(C)=O)=O.OCCC1(CCN(CC1)CCC=1SC=CC1)CCC(=O)NC1=CC=CC=C1